N-(1-(4-(cyclopropanesulfonylamino)pyridin-2-yl)propyl)thiazole-2-carboxamide C1(CC1)S(=O)(=O)NC1=CC(=NC=C1)C(CC)NC(=O)C=1SC=CN1